BrC=1C=NN(C1C1=C(C#N)C(=CC(=C1F)Cl)OC1CC(C1)(F)F)C 2-(4-bromo-1-methyl-1H-pyrazol-5-yl)-4-chloro-6-(3,3-difluorocyclobutoxy)-3-fluorobenzonitrile